Cl.N[C@@H]1CN(CCC1)C1=CC(=NC=C1C=1C=NN(C1)C1CNC1)NC1=NC(=NC=C1)C1=C(C=CC=C1OC)F (S)-N-(4-(3-aminopiperidin-1-yl)-5-(1-(azetidin-3-yl)-1H-pyrazol-4-yl)pyridin-2-yl)-2-(2-fluoro-6-methoxyphenyl)pyrimidin-4-amine hydrochloride